1-(pyrimidin-5-yl)-7-(trifluoromethyl)quinazolin-2,4(1H,3H)-dione N1=CN=CC(=C1)N1C(NC(C2=CC=C(C=C12)C(F)(F)F)=O)=O